2-bromoethan-1-ol BrCCO